C(#N)C=1C=CC=C2NC[C@@H](NC12)[C@@H](C1=CC=CC=C1)NCCC=1C=CC(=C(C1)CC(=O)O)C 2-(5-(2-(((R)-((R)-8-cyano-1,2,3,4-tetrahydroquinoxalin-2-yl)(phenyl)methyl)amino)ethyl)-2-methylphenyl)acetic acid